1-(1-(6-aminopyridin-2-yl)ethyl)-4-(2-chloro-3-(4-(trifluoromethyl)phenoxy)phenyl)pyridin-2(1H)-one NC1=CC=CC(=N1)C(C)N1C(C=C(C=C1)C1=C(C(=CC=C1)OC1=CC=C(C=C1)C(F)(F)F)Cl)=O